FC(C1=CC=C(C=C1)NC=1SC=C(N1)C=1SC=CN1)(F)F 2-(4-trifluoromethylphenylamino)-4-(thiazol-2-yl)thiazole